6-amino-2-{9-amino-3-azabicyclo[3.3.1]nonan-3-yl}-5-(2,3-dichlorophenyl)pyrimidine-4-carboxamide NC1=C(C(=NC(=N1)N1CC2CCCC(C1)C2N)C(=O)N)C2=C(C(=CC=C2)Cl)Cl